N1=CN=C(C2=C1NC=C2)N2CCSC(=C2)C(=O)N2C[C@@H]1N(CCC[C@@H]1C2)C(=O)OC(C)(C)C tert-butyl (4aR,7aR)-6-(4-(7H-pyrrolo[2,3-d]pyrimidin-4-yl)-3,4-dihydro-2H-1,4-thiazine-6-carbonyl)octahydro-1H-pyrrolo[3,4-b]pyridine-1-carboxylate